C1(=CC=CC=C1)N(C1=CC=2OC=3C=CC=C4N(C=5C=CC=CC5B(C34)C2C=C1)C1=CC=CC=C1)C1=CC=CC=C1 N,N,9-triphenyl-9H-5-oxa-9-aza-13b-boranaphtho[3,2,1-de]anthracene-3-amine